C1C(CC2=CC=CC=C12)NC(=O)C1=C(N=C2SC=CN21)C(=O)NCCN=C=S N5-(2,3-Dihydro-1H-inden-2-yl)-N6-(2-isothiocyanatoethyl)imidazo[2,1-b]thiazole-5,6-dicarboxamide